ethyl (4-((4-(5-cyanopyridin-2-yl)piperazin-1-yl)methyl)-6-oxo-1,6-dihydropyridin-2-yl)carbamate C(#N)C=1C=CC(=NC1)N1CCN(CC1)CC=1C=C(NC(C1)=O)NC(OCC)=O